CC(C[C@H]1[C@@H](C[C@H]2N(CCC3=CC(=C(C=C23)OC)OCC2(CC2)C#N)C1)O)(C)C 1-({[(2R,3R,11bR)-3-(2,2-dimethylpropyl)-2-hydroxy-10-methoxy-1H,2H,3H,4H,6H,7H,11bH-pyrido[2,1-a]isoquinolin-9-yl]oxy}methyl)cyclopropane-1-carbonitrile